C(CCCCCCCCCCCCC)(=O)N tetradecanamide